BrC1=NN(C(=C1)NC(=O)OC(C)(C)C)C(=O)OC(C)(C)C tert-butyl 3-bromo-5-((tert-butoxycarbonyl) amino)-1H-pyrazole-1-carboxylate